Sarin (Propan-2-yl methylphosphonofluoridate) CC(C)CP(O)(=O)F.CP(OC(C)C)(F)=O